O=C1NC(CCC1C1=NN(C2=NC(=CC=C21)N2CCN(CC2)C(=O)OC(C)(C)C)C)=O tert-butyl 4-[3-(2,6-dioxo-3-piperidyl)-1-methyl-pyrazolo[3,4-b]pyridin-6-yl]piperazine-1-carboxylate